4-(4-nitro-1H-pyrazol-1-yl)cyclohexane-1-carboxylate [N+](=O)([O-])C=1C=NN(C1)C1CCC(CC1)C(=O)[O-]